Cl.C(C(C)C)OC1=CC=C(C=C1)CN (4-isobutoxyphenyl)METHANAMINE HYDROCHLORIDE